BrCC(C(COCC(CNC(OCC1=CC=CC=C1)=O)(C)C)(C)C1=CC(=CC=C1)I)=O benzyl (3-(4-bromo-2-(3-iodophenyl)-2-methyl-3-oxobutoxy)-2,2-dimethylpropyl)carbamate